Trihydroxypropionaldehyde OC(CC=O)(O)O